1-(4-cyano-3-(trifluoromethyl)phenyl)-N-(5-((4-formylpiperidin-1-yl)methyl)pyridin-2-yl)piperidine-4-carboxamide C(#N)C1=C(C=C(C=C1)N1CCC(CC1)C(=O)NC1=NC=C(C=C1)CN1CCC(CC1)C=O)C(F)(F)F